C(C)(C)(C)OC(=O)N1CC2=CC=CC=C2C(C1)N(CC(NC=1C=C2C[C@@]3(CC2=CC1)C(NC1=NC=CC=C13)=O)=O)C(C(C)(C)C)=O 4-[2,2-Dimethylpropionyl-[2-oxo-2-[[(3R)-2-oxospiro[1H-pyrrolo[2,3-b]pyridin-3,2'-indan]-5'-yl]amino]ethyl]amino]-3,4-dihydro-1H-isoquinoline-2-carboxylic acid tert-butyl ester